1-{1-[2-(aminomethyl)phenyl]pyrazol-3-yl}-3-methylpyrrolidin-3-ol NCC1=C(C=CC=C1)N1N=C(C=C1)N1CC(CC1)(O)C